6-chloro-1H-pyrrolo[2,3-b]pyridine-3-sulfonyl chloride ClC1=CC=C2C(=N1)NC=C2S(=O)(=O)Cl